3-Amino-6-((1-((3-bromopyridin-2-yl)methyl)-3-oxoisoindolin-2-yl)methyl)benzo[d]oxazol-2(3H)-one NN1C(OC2=C1C=CC(=C2)CN2C(C1=CC=CC=C1C2=O)CC2=NC=CC=C2Br)=O